dimethylcyclohexenylethylethanone CC(C(=O)CCC1=CCCCC1)C